2-Methyl-4-(4-(trifluoromethyl)piperidin-1-yl)pyrrolo[1,2-a]quinoxaline CC=1C=C2N(C3=CC=CC=C3N=C2N2CCC(CC2)C(F)(F)F)C1